2-(3-((2-((1-(2-oxaspiro[3.3]heptan-6-yl)-1H-pyrazol-4-yl)amino)-5-methylthieno[2,3-d]pyrimidin-4-yl)amino)phenyl)propan-2-ol C1OCC12CC(C2)N2N=CC(=C2)NC=2N=C(C1=C(N2)SC=C1C)NC=1C=C(C=CC1)C(C)(C)O